methyl 9-cyclopropyl-6-hydroxy-[1,2,4]triazolo[5,1-a]isoquinoline-5-carboxylate C1(CC1)C1=CC=C2C(=C(N3C(C2=C1)=NC=N3)C(=O)OC)O